3,5,7,4'-tetrahydroxy-8-methoxyflavone OC1=C(OC2=C(C(=CC(=C2C1=O)O)O)OC)C1=CC=C(C=C1)O